O=C1NC2=CC=CC=C2N=C1 2-oxo-quinoxalin